5-(5-(((2-(1H-Pyrazol-4-yl)-6-(trifluoromethyl)pyridin-4-yl)amino)methyl)pyrimidin-2-yl)-2-chlorobenzonitrile N1N=CC(=C1)C1=NC(=CC(=C1)NCC=1C=NC(=NC1)C=1C=CC(=C(C#N)C1)Cl)C(F)(F)F